3-fluoro-4-(((1-(piperidin-4-yl)-4-(trifluoromethyl)-1H-pyrazol-3-yl)oxy)methyl)benzonitrile FC=1C=C(C#N)C=CC1COC1=NN(C=C1C(F)(F)F)C1CCNCC1